7-(4-methoxyphenyl)-8-(3-methylimidazo[1,2-a]pyridin-6-yl)tetrazolo[1,5-c]pyrimidin-5-amine COC1=CC=C(C=C1)C1=C(C=2N(C(=N1)N)N=NN2)C=2C=CC=1N(C2)C(=CN1)C